N[C@](C(=O)O)(CCCC#C)C (S)-2-amino-2-methylhept-6-ynoic acid